CN1NC2=NC(=CC(=C2C1=O)NC1=C(C=C(C=C1)C(F)(F)F)NS(=O)(=O)CC)NC(=O)C1CC1 N-(2-methyl-4-((2-(N-methylmethanesulfonylamino)-4-(trifluoromethyl)phenyl)amino)-3-oxo-2,3-dihydro-1H-pyrazolo[3,4-b]pyridin-6-yl)cyclopropanecarboxamide